1-Tert-butyl N-[4-[4-[[3-(difluoromethyl)-1-[4-(hydroxymethyl)phenyl]pyrazol-4-yl]carbamoyl]oxazol-2-yl]-2-pyridyl]-N-(2,2,2-trifluoroethyl)carbamate FC(C1=NN(C=C1NC(=O)C=1N=C(OC1)C1=CC(=NC=C1)N(C(OC(C)(C)C)=O)CC(F)(F)F)C1=CC=C(C=C1)CO)F